4-(2-cyanophenyl)-6-methylnicotinic acid C(#N)C1=C(C=CC=C1)C1=CC(=NC=C1C(=O)O)C